[Sb].[I] iodine antimony